L-thioproline N1[C@@H](CSC1)C(=O)O